BrC1=C(N=C2N1N=C(C=C2)C(=O)OCC)C2=CC(=CC=C2)C#N ethyl 3-bromo-2-(3-cyanophenyl)imidazo[1,2-b]pyridazine-6-carboxylate